F[C@H]1[C@]2(CC[C@@](C[C@@H]1OC1=NN=C(S1)C1=C(C=C(C=C1)N1C=NC=C1)O)(N2)C)C 2-(5-(((1R,2S,3S,5S)-2-fluoro-1,5-dimethyl-8-azabicyclo[3.2.1]octan-3-yl)oxy)-1,3,4-thiadiazol-2-yl)-5-(1H-imidazol-1-yl)phenol